2-((tert-butyldimethylsilyloxy)ethyl)isoindoline [Si](C)(C)(C(C)(C)C)OCCN1CC2=CC=CC=C2C1